2-azaspiro[3.3]heptan-6-yl 4-(((3R,4R)-1-(2-cyanoacetyl)-4-methylpiperidin-3-yl) (methyl) amino)-7H-pyrrolo[2,3-d]pyrimidine-7-carboxylate hydrochloride Cl.C(#N)CC(=O)N1C[C@@H]([C@@H](CC1)C)N(C=1C2=C(N=CN1)N(C=C2)C(=O)OC2CC1(CNC1)C2)C